8-((3R,5S)-4-cyclopropyl-3,5-dimethylpiperazin-1-yl)-N-(8-fluoro-2-methylimidazo[1,2-a]pyridin-6-yl)quinoxaline-5-carboxamide 2,2,2-trifluoroacetate FC(C(=O)O)(F)F.C1(CC1)N1[C@@H](CN(C[C@@H]1C)C1=CC=C(C=2N=CC=NC12)C(=O)NC=1C=C(C=2N(C1)C=C(N2)C)F)C